C(C)C(C(=O)O)=P(C1=CC=CC=C1)(C1=CC=CC=C1)C1=CC=CC=C1.C(C)(=O)O.C(C)C1=C(C=CC=C1)P(C1=CC=CC=C1)C1=CC=CC=C1 ethyl-(triphenylphosphine) acetate (ethyl-(triphenylphosphoranylidene)acetate)